tert-Butyl 2-(3-acetyl-5-(4-acetylpiperazin-1-yl)-1H-indol-1-yl)acetate C(C)(=O)C1=CN(C2=CC=C(C=C12)N1CCN(CC1)C(C)=O)CC(=O)OC(C)(C)C